2-(3-carbamoyl-5-(pyrimidin-5-yl)-1H-indazol-1-yl)acetic acid tert-butyl ester C(C)(C)(C)OC(CN1N=C(C2=CC(=CC=C12)C=1C=NC=NC1)C(N)=O)=O